benzyl propionate (benzyl propionate) C(C1=CC=CC=C1)C(C(=O)O)C.C(CC)(=O)OCC1=CC=CC=C1